aluminum isopropoxide distearate C(CCCCCCCCCCCCCCCCC)(=O)[O-].C(CCCCCCCCCCCCCCCCC)(=O)[O-].CC([O-])C.[Al+3]